(S)-(E)-3-((3-butyl-5-(4-fluorophenyl)-7-(methylthio)-1,1-dioxido-2,3,4,5-tetrahydro-1,2,5-benzothiadiazepin-8-yl)oxy)acrylic acid C(CCC)[C@@H]1NS(C2=C(N(C1)C1=CC=C(C=C1)F)C=C(C(=C2)O/C=C/C(=O)O)SC)(=O)=O